CC=1C=C2C=NNC2=CC1C(=O)N[C@H](C)C1=CC=CC2=CC=CC=C12 (R)-5-Methyl-N-(1-(naphthalen-1-yl)ethyl)-1H-indazole-6-carboxamide